tert-butyl (2S)-2-[4-bromo-2-(4-butoxy-4,5-dihydroisoxazol-3-yl)phenoxy]-3-cyclobutylpropanoate BrC1=CC(=C(O[C@H](C(=O)OC(C)(C)C)CC2CCC2)C=C1)C1=NOCC1OCCCC